(R)-1-(2,5-difluoro-pyridin-3-yl)ethyl (1-methyl-4-(5-(((1R,2S)-2-phenyl-cyclopropyl)carbamoyl)pyridin-2-yl)-1H-1,2,3-triazol-5-yl)carbamate CN1N=NC(=C1NC(O[C@H](C)C=1C(=NC=C(C1)F)F)=O)C1=NC=C(C=C1)C(N[C@H]1[C@@H](C1)C1=CC=CC=C1)=O